tert-butyl-Butanol C(C)(C)(C)C(CCC)O